C(C)(=O)OCCCS(=O)(=O)N1CCC(CC1)C=1C=CC=2N(C1)C(=C(N2)CC)N(C)C=2SC=C(N2)C2=CC=C(C=C2)F 3-(4-(2-ethyl-3-((4-(4-fluorophenyl)thiazol-2-yl)(methyl)amino) imidazo[1,2-a]pyridin-6-yl)piperidin-1-ylsulfonyl)propyl acetate